NCCCCC1=NC=CC=C1 aminobutyl-pyridine